(R)-4-(3-(3-Hydroxy-1-methyl-2-oxopyrrolidin-3-yl)phenyl)-2-(1H-pyrrolo[2,3-b]pyridin-3-yl)thiazole-5-carbonitrile O[C@@]1(C(N(CC1)C)=O)C=1C=C(C=CC1)C=1N=C(SC1C#N)C1=CNC2=NC=CC=C21